CCOC(=O)[C@H](CCC1=CC=CC=C1)[NH2+][C@H]2CCC3=CC=CC=C3N(C2=O)CC(=O)O The molecule is an ammonium ion resulting from the protonation of the secondary amino group of benazepril. It is a conjugate acid of a benazepril.